CC1=NC=CC(=C1)C1CN(C1)CC(=O)O 2-(3-(2-Methylpyridin-4-yl)azetidin-1-yl)acetic acid